styrene-1-phosphonate C=CC1(CC=CC=C1)P([O-])(=O)[O-]